5-fluoropicolinic acid FC=1C=CC(=NC1)C(=O)O